glutarimidyl malonate C(CC(=O)[O-])(=O)ON1C(CCCC1=O)=O